FC1=C(C=CC(=C1)N1CCN(CC1)C)NC(=O)C=1N=C(NC1)C=1N(C=NC1C1=CC=C(C=C1)F)C(C)C N-(2-fluoro-4-(4-methylpiperazin-1-yl)phenyl)-5'-(4-fluorophenyl)-3'-isopropyl-1H,3'H-[2,4'-biimidazole]-4-carboxamide